Ethyl-2-chlorooxazoleN C(C)C=1N(OCC1)Cl